[I-].C(C1=CC=CC=C1)OC(=O)N[C@H](C(=O)OC)CC[N+]1=NC=C(C=C1)C1=NC=CC=N1 Methyl (2S)-2-(benzyloxycarbonylamino)-4-(4-pyrimidin-2-ylpyridazin-1-ium-1-yl)butanoate Iodide